triazinyl-eugenol N1=NN=C(C=C1)C1=C(C(=CC(=C1)CC=C)OC)O